ethyl 3-(2-hydroxyphenyl)propanoate OC1=C(C=CC=C1)CCC(=O)OCC